2-chloro-3-[(2S,4R)-2-cyclopropyl-4-(4-methyl-4H-1,2,4-triazol-3-yl)piperidin-1-yl]-6-(trifluoromethyl)pyridine-4-carbonitrile ClC1=NC(=CC(=C1N1[C@@H](C[C@@H](CC1)C1=NN=CN1C)C1CC1)C#N)C(F)(F)F